C(N)(OCC)=O 2-ethyl carbamate